5-(3,4-Dimethoxyphenyl)-1H-phenalen-1-one COC=1C=C(C=CC1OC)C=1C=C2C=CC(C=3C=CC=C(C1)C32)=O